FC1=C(C(=O)NC2=CC(=CC(=C2)C(F)(F)F)CN2CCOCC2)C=C(C(=C1)C)C#CC1=CN=C2N1C=CC=C2NC=2C=NN(C2)C 2-fluoro-4-methyl-5-((8-((1-methyl-1H-pyrazol-4-yl)amino)imidazo[1,2-a]pyridin-3-yl)ethynyl)-N-(3-(morpholinomethyl)-5-(trifluoromethyl)phenyl)benzamide